ClC1=C(C(=O)O)C=CC=C1OCC1CNC(O1)=O 2-Chloro-3-[(2-oxooxazolidin-5-yl)methoxy]benzoic acid